(R)-3-(7-(4-Chloro-3-(trifluoromethyl)benzoyl)-2-(isopropylamino)-6-methyl-4-oxo-5,6,7,8-tetrahydropyrido[3,4-d]pyrimidin-3(4H)-yl)-1,4-dimethyl-1H-pyrazole-5-carboxylic acid ClC1=C(C=C(C(=O)N2CC=3N=C(N(C(C3C[C@H]2C)=O)C2=NN(C(=C2C)C(=O)O)C)NC(C)C)C=C1)C(F)(F)F